OCC(N)(CO)CO.N1C=NC=C1C(=O)O imidazole-5-carboxylic acid trishydroxymethyl-aminomethane salt